2-(2-chloro-6-(trifluoromethyl)-1H-benzimidazol-1-yl)-1-(4-(4-(5-(2,6-difluorophenyl)-4,5-dihydroisoxazol-3-yl)thiazol-2-yl)piperidin-1-yl)ethan-1-one ClC1=NC2=C(N1CC(=O)N1CCC(CC1)C=1SC=C(N1)C1=NOC(C1)C1=C(C=CC=C1F)F)C=C(C=C2)C(F)(F)F